C(C)C1=C(C2=C(OCCO2)C=C1)N1CCNCC1 6-Ethyl-5-(piperazin-1-yl)-2,3-dihydro-1,4-benzodioxine